2,7-bis(4,4,5,5-tetramethyl-1,3,2-dioxaborolan-2-yl)-9,9'-spirobi[fluorene] CC1(OB(OC1(C)C)C1=CC=2C3(C4=CC(=CC=C4C2C=C1)B1OC(C(O1)(C)C)(C)C)C1=CC=CC=C1C=1C=CC=CC13)C